N-(4-chlorophenyl)-3-oxo-2-(phenylmethylene)butanamide ClC1=CC=C(C=C1)NC(C(C(C)=O)=CC1=CC=CC=C1)=O